(2-ETHYNYLPHENYL)BORONIC ACID C(#C)C1=C(C=CC=C1)B(O)O